N-hexadecyl-2-formyl-3,6-dihydroxypyridin-4-one C(CCCCCCCCCCCCCCC)N1C(=C(C(C=C1O)=O)O)C=O